CC1=C(C2=CC3=NC(=CC4=C(C(=C([N-]4)C=C5C(=C(C(=N5)C=C1[N-]2)C=C)C)C=C)C)C(=C3CCC(=O)[O-])C)CCC(=O)[O-].[Fe] The molecule is dicarboxylate anion of ferroheme b; major species at pH 7.3. It has a role as a Saccharomyces cerevisiae metabolite and a cofactor. It is a cyclic tetrapyrrole anion and a dicarboxylic acid dianion. It is a conjugate base of a ferroheme b.